C(C)(C)(C)OC(=O)N1C[C@@H]([C@@H](CC1)N1C2=NC(=NC=C2N(C1=O)C)NC=1C=C2C=CC=NC2=CC1C)F (3S,4R)-3-fluoro-4-(7-methyl-2-((7-methylquinolin-6-yl)amino)-8-oxo-7,8-dihydro-9H-purin-9-yl)piperidine-1-carboxylic acid tert-butyl ester